FC1=CC=C(C=C1)C(CN1CCC(CC1)CN(C(=O)N)C)=O 1-((1-(2-(4-fluorophenyl)-2-oxoethyl)piperidin-4-yl)methyl)-1-methylurea